C1=NC=CC=2NC=3C=C(C=CC3C21)C=2C=CC(=NC2)CCC=O 3-(5-(5H-pyrido[4,3-b]indol-7-yl)pyridin-2-yl)propanal